C(C)(C)(C)OC(=O)N1C[C@@H](CCC1)N1C(C(CCC1)N=[N+]=[N-])=O (3'R)-3-azido-2-oxo-1,3'-bipiperidine-1'-carboxylic acid tert-butyl ester